N-methylimidazolium triflate [O-]S(=O)(=O)C(F)(F)F.CN1C=[NH+]C=C1